C(C)(C)(C)NC1=NC=C2N=C(N(C2=N1)CCN1CCCC1)NC1=CC(=CC=C1)C(F)(F)F N2-tert-butyl-9-(2-(pyrrolidin-1-yl)ethyl)-N8-(3-(trifluoromethyl)phenyl)-9H-purine-2,8-diamine